C(C)O[C@H]1CC[C@H](CC1)NC=1N=CC2=C(N1)NC=C2C2=CC=1N(C=C2)N=CC1C=1C=NN(C1)C N-(cis-4-ethoxycyclohexyl)-5-(3-(1-methyl-1H-pyrazol-4-yl)pyrazolo[1,5-a]pyridin-5-yl)-7H-pyrrolo[2,3-d]pyrimidin-2-amine